methyl 2-hydroxy-4,6-dimethoxybenzoate OC1=C(C(=O)OC)C(=CC(=C1)OC)OC